FC(C(=O)O)(F)F.NC1=CC=C(C(=N1)C)CNC(=O)[C@@H]1CCC=2N1C(C(=NC2C#N)NCC2=CC(=CC(=C2)C)F)=O (S)-N-((6-amino-2-methylpyridin-3-yl)methyl)-1-cyano-3-((3-fluoro-5-methylbenzyl)amino)-4-oxo-4,6,7,8-tetrahydropyrrolo[1,2-a]pyrazine-6-carboxamide trifluoroacetate